ClC1=C(C=C(C(=C1)C=1C=NNC1)Cl)C=1N=CC(=NC1)N(C1CC(NC(C1)(C)C)(C)C)C 5-[2,5-dichloro-4-(1H-pyrazol-4-yl)phenyl]-N-methyl-N-(2,2,6,6-tetramethylpiperidin-4-yl)pyrazin-2-amin